(3-acetoxyl-3-cyano-propyl)-methyl-phosphonic acid n-butyl ester C(CCC)OP(O)(=O)CCCC(C#N)OC(=O)C